benzyl 5-methyl-2-thiazol-4-yl-7,8-dihydro-5H-pyrido[4,3-d]pyrimidine-6-carboxylate CC1N(CCC=2N=C(N=CC21)C=2N=CSC2)C(=O)OCC2=CC=CC=C2